4-(2-(3,4-difluorobenzyl)-1-(tetrahydro-2H-pyran-3-yl)-1H-benzo[d]imidazol-5-yl)-3,5-dimethylisoxazole FC=1C=C(CC2=NC3=C(N2C2COCCC2)C=CC(=C3)C=3C(=NOC3C)C)C=CC1F